ClC=1C(=CC(=NC1)OC)C1=CC(=NN1)C(=O)N1CCC(CC1)C(=O)NCC1(COC1)CC 1-[5-(5-chloro-2-methoxypyridin-4-yl)-1H-pyrazole-3-carbonyl]-N-[(3-ethyloxetan-3-yl)methyl]piperidine-4-carboxamide